2-[(1-benzhydryl-4-piperidinyl)methyl]propane C(C1=CC=CC=C1)(C1=CC=CC=C1)N1CCC(CC1)CC(C)C